C(CC)C1=CC2=C(N=C(N=C2)NC=2C=NC(=CC2)N2CCC(CC2)N2CCN(CC2)C)N1C1=CC=CC(=N1)N=S(=O)(C)C ((6-(6-propyl-2-((6-(4-(4-methylpiperazin-1-yl)piperidin-1-yl)pyridin-3-yl)amino)-7H-pyrrolo[2,3-d]pyrimidin-7-yl)pyridin-2-yl)imino)dimethyl-λ6-sulfanone